3-acetamido-N-((1S)-1-(4-((1,1-dimethyl-2,3-dihydro-1H-inden-2-yl)amino)phenyl)-2,2,2-trifluoroethyl)-N-methylpropanamide C(C)(=O)NCCC(=O)N(C)[C@H](C(F)(F)F)C1=CC=C(C=C1)NC1C(C2=CC=CC=C2C1)(C)C